(7S)-9-(2,6-difluorophenyl)-4,7-dimethyl-16-thia-2,3,5,8-tetrazatetracyclo[8.6.0.02,6.011,15]hexadeca-1(10),3,5,8,11(15)-pentaene-13-carbaldehyde FC1=C(C(=CC=C1)F)C1=N[C@H](C2=NC(=NN2C=2SC=3CC(CC3C12)C=O)C)C